4-(3-bromophenyl)-2,4-dihydro-3H-1,2,4-triazol-3-one BrC=1C=C(C=CC1)N1C(NN=C1)=O